ClC1=NC=CC(=N1)NC=1C=C2C(=NC1)OCCO2 N-(2-chloropyrimidin-4-yl)-2,3-dihydro-[1,4]dioxino[2,3-b]pyridin-7-amine